[4-amino-2-[4-(trifluoromethoxy)anilino]thiazol-5-yl]-phenyl-methanone NC=1N=C(SC1C(=O)C1=CC=CC=C1)NC1=CC=C(C=C1)OC(F)(F)F